C1(CC1)C1=CC(=NN1CC(=O)OCC)C(F)F ethyl 2-(5-cyclopropyl-3-(difluoromethyl)-1H-pyrazol-1-yl)acetate